tetrahydrothiophene-3,4-diol S1CC(C(C1)O)O